CC1(C(NC2=CC(=CC=C12)N1CC2CCC(C1)N2C(=O)OCCCC)=O)C butyl 3-(3,3-dimethyl-2-oxoindolin-6-yl)-3,8-diazabicyclo[3.2.1]octane-8-carboxylate